(2-fluorophenyl)-2-(3-iodobenzyl)-5-methyl-2,4,5,6-tetrahydropyrrolo[3,4-c]pyrazole FC1=C(C=CC=C1)C1=C2C(=NN1CC1=CC(=CC=C1)I)CN(C2)C